BrC=1C=C2C=NN(C2=CC1F)C(C)=O 1-(5-bromo-6-fluoro-indazol-1-yl)ethanone